C(C=C)OC[C@H](C(=O)OC)C methyl (2R)-3-allyloxy-2-methyl-propanoate